(R)-N-{1-[1-(4'-acetylamino-biphenyl-4-ylmethyl)-2-hydroxycarbamoyl-ethyl]-1H-[1,2,3]triazol-4-ylmethyl}-4-fluoro-benzamide C(C)(=O)NC1=CC=C(C=C1)C1=CC=C(C=C1)C[C@H](CC(NO)=O)N1N=NC(=C1)CNC(C1=CC=C(C=C1)F)=O